C(C)(C)(CC)O tert.-Pentanol